CC=1C(OC(C1C)=O)=O 3,4-dimethyl-furan-2,5-Dione